5-(1-aminoethyl)thiazol-2-amine NC(C)C1=CN=C(S1)N